(rac)-tert-Butyl 6-(4-methyl-3-(trifluoromethoxy)phenyl)-2-azaspiro[3.4]oct-5-ene-2-carboxylate CC1=C(C=C(C=C1)C1=CC2(CN(C2)C(=O)OC(C)(C)C)CC1)OC(F)(F)F